FC1=C(C=CC=C1OC)CNC(=O)C=1N=C(N(C1)CC1=CC=C(C=C1)CN1C(C=CC=C1)=O)C(F)(F)F N-[(2-fluoro-3-methoxyphenyl)methyl]-1-({4-[(2-oxopyridin-1-yl)methyl]phenyl}methyl)-2-(trifluoromethyl)imidazole-4-carboxamide